(1R,2R,4S,5S)-2-(hydroxymethyl)-2-(methoxymethyl)-5-(trifluoromethyl)quinuclidin-3-one OC[C@@]1(N2C[C@H]([C@@H](C1=O)CC2)C(F)(F)F)COC